4-((2-cyclopropyl-6-methyl-7-phenyl-1H-imidazo[4,5-c]pyridin-1-yl)methyl)-2-methylbenzenesulfonamide C1(CC1)C=1N(C2=C(C=NC(=C2C2=CC=CC=C2)C)N1)CC1=CC(=C(C=C1)S(=O)(=O)N)C